2-[(3r,5s)-4,4-difluoro-5-methyl-3-piperidinyl]ethanol FC1([C@@H](CNC[C@@H]1C)CCO)F